N(=C=S)C1=CC=C(CNCCNCCN)C=C1 N1-(4-isothiocyanatobenzyl)diethylenetriamine